aluminum isopropoxide tristearate C(CCCCCCCCCCCCCCCCC)(=O)[O-].C(CCCCCCCCCCCCCCCCC)(=O)O.C(CCCCCCCCCCCCCCCCC)(=O)[O-].CC([O-])C.[Al+3]